O=C1NC(CC(C1)C(=O)O)=O 2,6-dioxopiperidine-4-carboxylic acid